FC1=C(C(=O)O)C=CC(=C1)OC1=NC2=CC3=C(C=C2C(=C1S(=O)(=O)C)C1=CC=C(C=C1)F)C=NN3 2-fluoro-4-[[5-(4-fluorophenyl)-6-methylsulfonyl-1H-pyrazolo[4,3-g]quinolin-7-yl]oxy]benzoic acid